C1(=CC=CC=2C(C3=CC=CC=C3C(C12)=O)=O)SC1=CC=CC=2C(C3=CC=CC=C3C(C12)=O)=O AnthraQuinonylSulphide